FC1=C(C=CC=C1C(F)(F)F)[C@@H](C)NC=1C2=C(N=C(N1)C)C1(N(CCC1)C(=O)OC(C)(C)C)C(N(C2)C2=C(C=CC=C2)F)=O tert-butyl 4-(((R)-1-(2-fluoro-3-(trifluoromethyl) phenyl) ethyl) amino)-6-(2-fluorophenyl)-2-methyl-7-oxo-6,7-dihydro-5H-spiro[pyrido[4,3-d]pyrimidine-8,2'-pyrrolidine]-1'-carboxylate